FC1=C(C=C(C=C1F)F)C=1C(=CC=CC1F)C=O 2',3',5',6-tetrafluoro-[1,1'-biphenyl]-2-carbaldehyde